C(CCCCCCCCC)(=O)NCCC(=O)NCCC(=O)O 3-(3-decanamidopropionamido)propionic acid